ClC1=C(C=CC(=N1)C=1N=NN(C1NC(O[C@H](C)C1=CC=CC=C1)=O)C)NS(=O)(=O)C (R)-1-phenylethyl (4-(6-chloro-5-(methylsulfonamido)pyridin-2-yl)-1-methyl-1H-1,2,3-triazol-5-yl)carbamate